3-(4-((7-((S)-2-ethyl-3-methylbutyl)-7H-pyrrolo[2,3-d]pyrimidin-2-yl)amino)-1H-pyrazol-1-yl)dihydrofuran-2(3H)-one C(C)[C@H](CN1C=CC2=C1N=C(N=C2)NC=2C=NN(C2)C2C(OCC2)=O)C(C)C